N-(2-(3,5-diphenyl-2-(trifluoromethyl)-2,3-dihydro-1,3,4-oxadiazol-2-yl)phenyl)benzenesulfonamide C1(=CC=CC=C1)N1C(OC(=N1)C1=CC=CC=C1)(C(F)(F)F)C1=C(C=CC=C1)NS(=O)(=O)C1=CC=CC=C1